tert-Butyl (5-((5-(3-chlorophenyl)-6-methoxypyridin-3-yl)methyl)pyrazin-2-yl)carbamate ClC=1C=C(C=CC1)C=1C=C(C=NC1OC)CC=1N=CC(=NC1)NC(OC(C)(C)C)=O